3-(1-Amino-3-methylbutyl)-1H-indol-4-ol NC(CC(C)C)C1=CNC=2C=CC=C(C12)O